1-chloro-3-(phenylthio)-2-propanal ClCC(CSC1=CC=CC=C1)=O